N1-(2-(dimethylamino)ethyl)-N1-methyl-N4-(4-(7-fluoro-1H-indol-3-yl)pyrimidin-2-yl)benzene-1,2,4-triamine CN(CCN(C=1C(=CC(=CC1)NC1=NC=CC(=N1)C1=CNC2=C(C=CC=C12)F)N)C)C